5-(4-((5-cyclopropyl-3-(2,6-dichlorophenyl)isoxazol-4-yl)methoxy)piperidin-1-yl)pyridin C1(CC1)C1=C(C(=NO1)C1=C(C=CC=C1Cl)Cl)COC1CCN(CC1)C=1C=CC=NC1